4-propyl-3-p-toluenesulfonyldihydrofuran-2-one C(CC)C1C(C(OC1)=O)S(=O)(=O)C1=CC=C(C)C=C1